C1(=C(C(=CC(=C1)C)C)[Fe]C1=C(C=C(C=C1C)C)C)C Bis(mesityl)iron (II)